3-(1-methyl-7-(3-(piperidin-4-ylmethyl)azetidin-1-yl)-1H-indazol-3-yl)piperidine-2,6-dione CN1N=C(C2=CC=CC(=C12)N1CC(C1)CC1CCNCC1)C1C(NC(CC1)=O)=O